FC(COC(=O)C1=C(C=C2CC(N3C(C2=C1)=CC(C(=C3)C(=O)O)=O)C(C)C)OCCCOC)F 10-((2,2-difluoroethoxy)carbonyl)-6-isopropyl-9-(3-methoxypropoxy)-2-oxo-6,7-dihydro-2H-pyrido[2,1-a]isoquinoline-3-carboxylic acid